5-bromo-2-[2-(3,4-difluoro-2-methoxy-phenoxy)-5-fluoro-4-(trifluoromethyl)phenyl]-1H-1,7-naphthyridin-4-one BrC1=C2C(C=C(NC2=CN=C1)C1=C(C=C(C(=C1)F)C(F)(F)F)OC1=C(C(=C(C=C1)F)F)OC)=O